COC(C1=CC=C2C3(CC(NC2=N1)C3)OCC(=O)N3CCN(CC3)C)OC 7-(dimethoxymethyl)-4-(2-(4-methylpiperazin-1-yl)-2-oxoethoxy)-1,2,3,4-tetrahydro-2,4-methylene-1,8-naphthyridine